glycyl-histidyl-leucin NCC(=O)N[C@@H](CC1=CNC=N1)C(=O)N[C@@H](CC(C)C)C(=O)O